N-(5-bromo-2',3-difluoro-4-methyl-[1,1'-biphenyl]-2-yl)-1-methylcyclopropane-1-carboxamide BrC=1C(=C(C(=C(C1)C1=C(C=CC=C1)F)NC(=O)C1(CC1)C)F)C